OC1=CC=C2C=C(C=C(C2=C1)S(=O)(=O)[O-])S(=O)(=O)[O-] 7-hydroxy-1,3-naphthalenedisulfonate